[2-(aminomethyl)-3,3-difluoro-allyl]-4-[[5-(4-piperazin-1-ylphenyl)-2-thienyl]methyl]-1,2,4-triazol-3-one bistrifluoroacetate salt FC(C(=O)O)(F)F.FC(C(=O)O)(F)F.NCC(CC=1N(C(NN1)=O)CC=1SC(=CC1)C1=CC=C(C=C1)N1CCNCC1)=C(F)F